ClC1=C(C=C(C=C1)C=1C=NN(C1)C1=C(C(=NN1C)OS(=O)(=O)C(C(C(C(F)(F)F)(F)F)(F)F)(F)F)C(F)(F)F)C(NC1CC1)=O [5-[4-[4-Chloro-3-(cyclopropylcarbamoyl)phenyl]pyrazol-1-yl]-1-methyl-4-(trifluoromethyl)pyrazol-3-yl]-1,1,2,2,3,3,4,4,4-nonafluorobutan-1-sulfonat